chlorine Naphthalene C1=CC=CC2=CC=CC=C12.[Cl]